N-(4-fluoro-2-(trifluoromethyl)benzyl)-3-isopropyl-6-(piperidin-3-ylthio)imidazo[1,2-b]pyridazin-8-amine FC1=CC(=C(CNC=2C=3N(N=C(C2)SC2CNCCC2)C(=CN3)C(C)C)C=C1)C(F)(F)F